1-[(3aS,7aS)-1-[6-(2-hydroxy-4,6-dimethyl-phenyl)pyridazin-3-yl]-3,3a,4,5,7,7a-hexahydro-2H-pyrrolo[2,3-c]pyridin-6-yl]ethanone OC1=C(C(=CC(=C1)C)C)C1=CC=C(N=N1)N1CC[C@@H]2[C@H]1CN(CC2)C(C)=O